(3-bromopropoxy)(tert-butyl)diphenylsilane BrCCCO[Si](C1=CC=CC=C1)(C1=CC=CC=C1)C(C)(C)C